C[C@@H]1CN(C[C@H]2N1CCN(C2)CCC2=CC=C(C=C2)N2CCNCC2)C2=C1C=CC=NC1=C(C=C2)C#N 5-[(4R,9aS)-4-methyl-8-[2-(4-piperazin-1-ylphenyl)ethyl]-3,4,6,7,9,9a-hexahydro-1H-pyrazino[1,2-a]pyrazin-2-yl]quinoline-8-carbonitrile